di-tert-butyl (2-{6-[(2,6-dichlorophenyl)methoxy]-2H-spiro[1-benzofuran-3,4'-piperidine]-1'-yl}ethyl)phosphonate ClC1=C(C(=CC=C1)Cl)COC1=CC2=C(C=C1)C1(CCN(CC1)CCP(OC(C)(C)C)(OC(C)(C)C)=O)CO2